5-chloro-N-cyclopentyl-2-(4-((1-methylpiperidin-4-yl)amino)phenyl)-1H-indole-7-amine ClC=1C=C2C=C(NC2=C(C1)NC1CCCC1)C1=CC=C(C=C1)NC1CCN(CC1)C